[3a]-androsta-4,16-dien-3-ol C[C@@]12C=CC[C@H]1[C@@H]1CCC3=C[C@@H](CC[C@]3(C)[C@H]1CC2)O